BrCCCCCCCC(=O)OCCCCCCC(C(F)(F)F)(F)F 7,7,8,8,8-pentafluorooctyl 8-bromooctanoate